6-Bromo-1-(pyridin-3-yl)-1H-benzo[d]imidazol-2(3H)-one BrC=1C=CC2=C(N(C(N2)=O)C=2C=NC=CC2)C1